(Aminopropyl)tris(diethylaminosiloxy)silane NCCC[Si](O[SiH2]N(CC)CC)(O[SiH2]N(CC)CC)O[SiH2]N(CC)CC